2-[(1-n-hexyloctyl)oxy]ethanol C(CCCCC)C(CCCCCCC)OCCO